(1S,4S,SR)-5-[[4-cyclopropyl-1-(2,6-dichlorophenyl)-1H-1,2,3-triazol-5-yl]methoxy]-2-azabicyclo[2.2.1]heptane C1(CC1)C=1N=NN(C1CO[C@@H]1[C@@H]2CN[C@H](C1)C2)C2=C(C=CC=C2Cl)Cl |&1:10|